C(C)(C)C=1C(=NNC1C=1C=C(C=2N(C1)N=CN2)OC)C=2SC(=CN2)N2[C@@H]1CN([C@H](C2)C1)C1COC1 2-(4-isopropyl-5-(8-methoxy-[1,2,4]triazolo[1,5-a]pyridin-6-yl)-1H-pyrazol-3-yl)-5-((1S,4S)-5-(oxetan-3-yl)-2,5-diazabicyclo[2.2.1]heptan-2-yl)thiazole